Cl.BrC1=CC=C(C=C1)N1C[C@@H]2C([C@@H]2C1)N (1R,5S,6r)-3-(4-bromophenyl)-3-azabicyclo[3.1.0]Hexane-6-amine hydrochloride